potassium hexafluorophosphate hydrogen fluoride F.F[P-](F)(F)(F)(F)F.[K+]